1-trimethoxysilyl-2-(4-methylpiperazin-1-yl)(methyldimethoxysilylpropylamino)methylsilyl-ethylene CO[Si](C(=CN1CCN(CC1)C)[SiH2]CNCCC[Si](OC)(OC)C)(OC)OC